C(C)(=O)NC1=CC=NN1C1=NN=C(S1)NC(=O)C1=CC(=C(C(O1)=O)OCCOC)C1=C(C=CC=C1OC)CO N-(5-(5-acetamido-1H-pyrazol-1-yl)-1,3,4-thiadiazol-2-yl)-4-(2-(hydroxymethyl)-6-methoxyphenyl)-3-(2-methoxyethoxy)-2-oxo-2H-pyran-6-carboxamide